C[NH+](CCC)C dimethylpropylaminium